S(=O)(=O)(C1=CC=C(C)C=C1)NNS(=O)(=O)C1=CC=C(C)C=C1 N,N'-Ditosylhydrazine